5-(4,6-diphenyl-1,3,5-triazin-2-yl)-2,4-bis(3-methyl-6-tolyl-9H-carbazol-9-yl)-3-phenylbenzonitrile C1(=CC=CC=C1)C1=NC(=NC(=N1)C1=CC=CC=C1)C=1C(=C(C(=C(C#N)C1)N1C2=CC=C(C=C2C=2C=C(C=CC12)C)C1=C(C=CC=C1)C)C1=CC=CC=C1)N1C2=CC=C(C=C2C=2C=C(C=CC12)C)C1=C(C=CC=C1)C